CO[Si]1(C[SiH2]C1)OC 1,1-dimethoxy-1,3-disilacyclobutane